C(C)(C)(C)OC(=O)N1[C@H](C[C@@H](C1)N1N=C(C=2C(=NC=CC21)N)C#CC2=CC1=C(NC(=N1)C)C=C2)COC (2r,4s)-4-(4-amino-3-((2-methyl-1H-benzo[d]imidazol-5-yl)ethynyl)-1H-pyrazolo[4,3-c]pyridin-1-yl)-2-(methoxymethyl)pyrrolidine-1-carboxylic acid tert-butyl ester